(R)-6-bromo-4-((1-(3-(difluoromethyl)-2-fluorophenyl)ethyl)amino)-2-methylpyrido[3,4-d]pyrimidin-8(7H)-one BrC1=CC2=C(N=C(N=C2N[C@H](C)C2=C(C(=CC=C2)C(F)F)F)C)C(N1)=O